6-(chlorosulfonyl)-1H-pyrrolo[3,2-b]pyridine-1-carboxylic acid tert-butyl ester C(C)(C)(C)OC(=O)N1C=CC2=NC=C(C=C21)S(=O)(=O)Cl